COCC1=C(C=CC=C1)NC(\C=C\C1=CC=C2C=NN(C2=C1)C1OCCCC1)=O (2E)-N-[2-(methoxymethyl)phenyl]-3-[1-(oxan-2-yl)indazol-6-yl]prop-2-enamide